C(C)OC(\C(=C/C1CN(CC12CN(C2)C(=O)[O-])C(=O)[O-])\CC2=NC(=CC=C2)C2=CC=C(C=C2)C(F)(F)F)=O (Z)-8-(3-ethoxy-3-oxo-2-((6-(4-(trifluoromethyl)phenyl) pyridin-2-yl)methyl)prop-1-en-1-yl)-2,6-diazaspiro[3.4]octane-2,6-dicarboxylate